C1(=CC=CC=C1)[B-](C1=CC=CC=C1)(C1=CC=CC=C1)C1=CC=CC=C1.C(CCC)[N+](CCCC)(CCCC)CCCC tetrabutyl-ammonium tetraphenylborate